(2S,11aR)-6-(2-hydroxy-2-methylpropoxy)-8-methyl-2-((2-oxo-1,2,3,4-tetrahydro-1,6-naphthyridin-7-yl)oxy)-2,3,11,11a-tetrahydro-1H,5H-benzo[f]pyrrolo[2,1-c][1,4]oxazepin-5-one OC(COC1=CC(=CC2=C1C(N1[C@@H](CO2)C[C@@H](C1)OC1=NC=C2CCC(NC2=C1)=O)=O)C)(C)C